C(C)O[C@H]1CC[C@H](CC1)NC1=NN2C(C=N1)=C(C=C2)C=2C=CC=1N(C2)C(=CN1)C(=O)N1CCCC1 (6-(2-((cis-4-ethoxycyclohexyl)amino)pyrrolo[2,1-f][1,2,4]triazin-5-yl)imidazo[1,2-a]pyridin-3-yl)(pyrrolidin-1-yl)methanone